ClC1=CC=C(OCC(=O)C2=CC=C(C=C2)OC)C=C1 2-(4-chloro-phenoxy)-1-(4-methoxyphenyl)-ethanone